((1R,5S,6r)-3-(3-(2-(difluoromethyl)-4-fluoro-2H-indazol-5-yl)-1H-pyrazolo[3,4-b]pyrazin-6-yl)-6-(4-methylthiazol-2-yl)-3-azabicyclo[3.1.0]hexan-6-yl)methanamine FC(N1N=C2C=CC(=C(C2=C1)F)C1=NNC2=NC(=CN=C21)N2C[C@H]1C([C@H]1C2)(C=2SC=C(N2)C)CN)F